2-[[4-[4-(3-bromo-4-fluoro-phenyl)-5-oxo-1,2,4-oxadiazol-3-yl]-1,2,5-oxadiazol-3-yl]amino]-N'-methylsulfonylacetohydrazide BrC=1C=C(C=CC1F)N1C(=NOC1=O)C=1C(=NON1)NCC(=O)NNS(=O)(=O)C